1-(6-((4-Carbamimidoylphenoxy)carbonyl)benzo[d]thiazol-2-yl)piperidin C(N)(=N)C1=CC=C(OC(=O)C2=CC3=C(N=C(S3)N3CCCCC3)C=C2)C=C1